C1(CCCC1)C(CC)CC 3-cyclopentylpentane